monopentaerythritol distearate C(CCCCCCCCCCCCCCCCC)(=O)OCC(COC(CCCCCCCCCCCCCCCCC)=O)(CO)CO